bis(hexenylglycolic acid) diboron [B].[B].C(=CCCCC)C(C(=O)O)O.C(=CCCCC)C(C(=O)O)O